3,3-difluoro-1-(5-((S)-4-phenyl-3,4-dihydro-1H-benzo[4,5]imidazo[2,1-c][1,4]oxazin-7-yl)pyrimidin-2-yl)piperidin-4-ol FC1(CN(CCC1O)C1=NC=C(C=N1)C1=CC2=C(N=C3COC[C@@H](N32)C3=CC=CC=C3)C=C1)F